FC1(C(CN(CC1)C(C(=O)NC1=NC=C(C=C1)OC1=CC=C(C=C1)F)C)C1=CNC(C(=C1)CNCCOC)=O)F 2-(4,4-difluoro-3-(5-(((2-methoxyethyl)amino)meth-yl)-6-oxo-1,6-dihydropyridin-3-yl)piperidin-1-yl)-N-(5-(4-fluorophenoxy)pyridin-2-yl)propanamide